3-(5-(difluoromethyl)-1,3,4-thiadiazol-2-yl)-N-(1-methylcyclopropyl)-8-(2,6-diazaspiro[3.4]octan-6-yl)imidazo[1,5-a]pyridine-6-sulfonamide 2,2,2-trifluoroacetate FC(C(=O)O)(F)F.FC(C1=NN=C(S1)C1=NC=C2N1C=C(C=C2N2CC1(CNC1)CC2)S(=O)(=O)NC2(CC2)C)F